C(C)(C)(C)OC(=O)N1C[C@@H](CCC1)NC(C)=O (R)-3-acetamidopiperidin-1-carboxylic acid tert-butyl ester